(R/S)-endo-3-carbamoyl-2-azabicyclo[2.2.1]heptane-2-carboxylic acid tert-butyl ester C(C)(C)(C)OC(=O)N1[C@@H]2CCC(C1C(N)=O)C2 |r|